3-(5-piperazin-1-ylpyrazolo[1,5-a]pyrimidin-3-yl)pyridine-2-ol N1(CCNCC1)C1=NC=2N(C=C1)N=CC2C=2C(=NC=CC2)O